bis((2-bromo-4-t-butylphenoxy)methyl)diisopropylsilane BrC1=C(OC[Si](C(C)C)(C(C)C)COC2=C(C=C(C=C2)C(C)(C)C)Br)C=CC(=C1)C(C)(C)C